CC1(OB(OC1(C)C)C1=C2CCN(C2=CC=C1)C(=O)OC(C)(C)C)C tert-butyl 4-(4,4,5,5-tetramethyl-1,3,2-dioxaborolan-2-yl)indoline-1-carboxylate